4-cyano-4-[(dodecylthiocarbonyl)sulfanyl]pentanoic acid C(#N)C(CCC(=O)O)(C)SC(=S)CCCCCCCCCCCC